BrC=1N=CC(=NC1Cl)O 5-bromo-6-chloro-pyrazin-2-ol